4-fluoro-N-(tetrahydro-2H-pyran-4-yl)benzamide FC1=CC=C(C(=O)NC2CCOCC2)C=C1